CN(C(C(C)O)OC=1C=C(C=2C(C[C@H](OC2C1)C1=CC=C(O)C=C1)=O)O)C 7-O-(1-dimethylamino-2-hydroxypropyl)-naringenin